7-(4-piperidyl)-2-tetrahydropyran-2-yl-3H-imidazo[4,5-b]pyridine, hydrochloride Cl.N1CCC(CC1)C1=C2C(=NC=C1)NC(=N2)C2OCCCC2